C(#N)C=1C=2N(C=C(C1)NC(=O)C=1C=CC(=C3C=CN=NC13)N1C[C@H](N[C@H](C1)C)C)C=C(N2)C N-(8-cyano-2-methyl-imidazo[1,2-a]pyridin-6-yl)-5-[(3R,5S)-3,5-dimethylpiperazin-1-yl]cinnoline-8-carboxamide